ClC1=C(OC(C(=O)OCC)(C)C)C(=CC(=C1)CN1N=CN(C1=O)C1=CC=C(C=C1)OC(F)(F)F)C Ethyl 2-(2-chloro-6-methyl-4-((5-oxo-4-(4-(trifluoromethoxy) phenyl)-4,5-dihydro-1H-1,2,4-triazol-1-yl) methyl) phenoxy)-2-methylpropionate